NC1=CC(=C(C=C1)N1CCN(CC1)C(=O)OC(C)(C)C)F tert-butyl 4-(4-amino-2-fluoro-phenyl)piperazine-1-carboxylate